(2-amino-3-(3-((6-(prop-2-yn-1-yloxy)pyridin-3-yl)methyl)isoxazol-5-yl)pyridin-1-ium-1-yl)methyl hydrogen phosphate P(=O)(OC[N+]1=C(C(=CC=C1)C1=CC(=NO1)CC=1C=NC(=CC1)OCC#C)N)(O)[O-]